4,6-bis(mercaptomethylthio)1,3-dithiahexane SCSC(SCS)CCSCS